rubidium barium borate B([O-])([O-])[O-].[Ba+2].[Rb+]